4-chloro-1-[4-(trifluoromethyl)phenyl]-1-butanone ClCCCC(=O)C1=CC=C(C=C1)C(F)(F)F